FC1(OCC2=C(O1)C=CC=C2C2(C(NC1=C(C(=CC=C21)F)C(F)(F)F)=O)O)F 3-(2,2-Difluorobenzo[d][1,3]dioxin-5-yl)-6-fluoro-3-hydroxy-7-(trifluoromethyl)indol-2-one